methyl 3-{[(1R)-1-(2-{1-[(tert-butoxy)carbonyl]piperidin-4-yl}-3,6-dimethyl-4-oxo-3,4-dihydroquinazolin-8-yl)ethyl]amino}-6-chloropyridine-2-carboxylate C(C)(C)(C)OC(=O)N1CCC(CC1)C1=NC2=C(C=C(C=C2C(N1C)=O)C)[C@@H](C)NC=1C(=NC(=CC1)Cl)C(=O)OC